N-[[4-(aminomethyl)phenyl]methyl]-N-[(5-amino-1,3,4-oxadiazol-2-yl)methyl]-2-(2-chlorophenyl)sulfanyl-acetamide NCC1=CC=C(C=C1)CN(C(CSC1=C(C=CC=C1)Cl)=O)CC=1OC(=NN1)N